4-(3-fluoro-5-hydroxy-4-(6-(methyl(2,2,6,6-tetramethylpiperidin-4-yl)amino)pyridazin-3-yl)phenyl)-1-methylpyridin-2(1H)-one hydrochloride salt Cl.FC=1C=C(C=C(C1C=1N=NC(=CC1)N(C1CC(NC(C1)(C)C)(C)C)C)O)C1=CC(N(C=C1)C)=O